FC1=C(C=CC=C1F)NC=1C=NC=2CCN(CC2C1)C=1C(=CC=2N(N1)C(C=CN2)=O)C 7-(3-((2,3-difluorophenyl)amino)-7,8-dihydro-1,6-naphthyridin-6(5H)-yl)-8-methyl-4H-pyrimido[1,2-b]pyridazin-4-one